1-(4-methoxybenzyl)-5-(1H-tetrazol-5-yl)-1H-indole-3-carbonitrile COC1=CC=C(CN2C=C(C3=CC(=CC=C23)C2=NN=NN2)C#N)C=C1